2-amino-N-((1s,4s)-4-hydroxycyclohexyl)-5-(4-(4-methylpiperazine-1-carbonyl)phenyl)nicotinamide TFA salt OC(=O)C(F)(F)F.NC1=C(C(=O)NC2CCC(CC2)O)C=C(C=N1)C1=CC=C(C=C1)C(=O)N1CCN(CC1)C